NC1=NNC(=C1)[C@H]1C[C@H](CC1)CCN(C(O)=O)C.CC1([C@@H]2CC=C(C[C@H]12)C(CCC=C)=O)C 1-((1s,6r)-7,7-dimethylbicyclo[4.1.0]hept-3-en-3-yl)pent-4-en-1-one cis-3-(3-amino-1H-pyrazol-5-yl)cyclopentyl-ethyl(methyl)carbamate